5-(4-(3-(4-methoxy-8-methyl-5,6,7,8-tetrahydropyrido[2,3-d]pyrimidin-2-yl)cyclopent-2-en-1-yl)piperazin-1-yl)-N-methylpicolinamide COC=1C2=C(N=C(N1)C1=CC(CC1)N1CCN(CC1)C=1C=CC(=NC1)C(=O)NC)N(CCC2)C